2-(3,4-dimethoxyphenyl)-N-((R)-((S)-7-(1-methyl-1H-pyrazol-4-yl)-2,3-dihydro-1H-pyrido[2,3-b][1,4]oxazin-3-yl)(phenyl)methyl)ethanamine COC=1C=C(C=CC1OC)CCN[C@H](C1=CC=CC=C1)[C@@H]1CNC2=C(O1)N=CC(=C2)C=2C=NN(C2)C